NC1CCC(CC1)NC1=NC=CC(=N1)C=1C(=NC=NC1)OC1=C(C=C(C=C1)NS(=O)(=O)C1=C(C=CC=C1)Cl)F N-[4-[5-[2-[(1r,4r)-(4-Aminocyclohexyl)amino]pyrimidin-4-yl]pyrimidin-4-yloxy]-3-fluorophenyl]2-chlorobenzenesulfonamide